Tert-butyl (4-(3,5-diethyl-1-((2-(trimethylsilyl)ethoxy)methyl)-1H-pyrazol-4-yl)phenyl)carbamate C(C)C1=NN(C(=C1C1=CC=C(C=C1)NC(OC(C)(C)C)=O)CC)COCC[Si](C)(C)C